4-(4-hydroxynaphthyl)-1(2H)-phthalazinone OC1=CC=C(C2=CC=CC=C12)C1=NNC(C2=CC=CC=C12)=O